N1(CCC1)C=1C=C2C(=NC1)N(C=N2)CC2=CC1=C(OC(CO1)C=1C=NN(C1)C)C(=C2)OC 6-(azetidin-1-yl)-3-((8-methoxy-2-(1-methyl-1H-pyrazol-4-yl)-2,3-dihydrobenzo[b][1,4]dioxin-6-yl)methyl)-3H-imidazo[4,5-b]pyridine